4-(tert-butoxy)-6,8-difluoro-2-(methylthio)quinazoline C(C)(C)(C)OC1=NC(=NC2=C(C=C(C=C12)F)F)SC